ClC1=CC=C(C=C1)CC(C(C)=O)C1=CC=CC=C1 4-(4-chlorophenyl)-3-phenylbutan-2-one